1',2',3',6'-tetrahydro-[2,4'-bipyridine]-1'-carboxylate N1=C(C=CC=C1)C=1CCN(CC1)C(=O)[O-]